ClC1=CC(=CC=2CN(CCOC21)CC=2C=NC(=NC2)OC)N2CCC1=CC(=CC=C21)Cl 9-chloro-7-(5-chloro-2,3-dihydroindol-1-yl)-4-[(2-methoxypyrimidin-5-yl)methyl]-3,5-dihydro-2H-1,4-benzoxazepine